2-(5-methylnaphthalen-2-yl)acetic acid CC1=C2C=CC(=CC2=CC=C1)CC(=O)O